(S)-1-(7-methyl-1,2,3,4,4a,5,6,7-octahydrobenzo[b]pyrazino[1,2-d][1,4]diazepin-9-yl)dihydropyrimidine-2,4(1H,3H)-dione CN1C2=C(N3[C@@H](CC1)CNCC3)C=CC(=C2)N2C(NC(CC2)=O)=O